osmium Iridium [Ir].[Os]